4-((2-amino-4-(isoindolin-2-ylmethyl)phenoxy)methyl)-N,N-dimethylbenzamide NC1=C(OCC2=CC=C(C(=O)N(C)C)C=C2)C=CC(=C1)CN1CC2=CC=CC=C2C1